(4R)-methyl 4-((8R,9aS)-8-amino-1-oxo-5-phenethylhexahydro-1H-pyrrolo[1,2-a][1,4]diazepin-2(3H)-yl)-5-((3,4-dichlorobenzyl)amino)-5-oxopentanoate N[C@@H]1C[C@@H]2N(C(CCN(C2=O)[C@H](CCC(=O)OC)C(=O)NCC2=CC(=C(C=C2)Cl)Cl)CCC2=CC=CC=C2)C1